C(C)O/C=C/C1=C(C=NC(=C1)C(F)(F)F)CO [4-[(E)-2-ethoxyvinyl]-6-(trifluoromethyl)-3-pyridinyl]methanol